FC(C=1C=C(C=CC1)OC1=C(C(=O)O)C=CC=C1)(F)F 2-(3-trifluoromethylphenyloxy)benzoic acid